(E)-3-(3-azidothiophen-2-yl)-1-(3,4,5-trimethoxyphenyl)prop-2-en-1-one N(=[N+]=[N-])C1=C(SC=C1)/C=C/C(=O)C1=CC(=C(C(=C1)OC)OC)OC